ethyl 6-(chlorosulfonyl)-8-fluoroimidazo[1,5-a]pyridine-3-carboxylate ClS(=O)(=O)C=1C=C(C=2N(C1)C(=NC2)C(=O)OCC)F